CC(C(C)(C)C)(CCCCCCCCCCCCCCCCCCCC)C pentamethyl-docosaN